OC(C)(C)C1=CN=C(S1)S(=O)(=O)NC(OC1=C2CCCC2=CC=2CCCC12)=O 1,2,3,5,6,7-hexahydros-indacen-4-yl 5-(2-hydroxypropan-2-yl)thiazol-2-ylsulfonylcarbamate